NC1=NC=CC=C1C1=NC=2C(=NC(=CC2)C2=CC=CC=C2)N1C1=CC=C(CN2C[C@@H](N(CC2)C(=O)C=2C=CC(=C(C=O)C2)O)C)C=C1 (S)-5-(4-(4-(2-(2-Aminopyridin-3-yl)-5-phenyl-3H-imidazo[4,5-b]pyridin-3-yl)benzyl)-2-methylpiperazine-1-carbonyl)-2-hydroxybenzaldehyde